di-benzoate potassium [K+].C(C1=CC=CC=C1)(=O)[O-].C(C1=CC=CC=C1)(=O)[O-].[K+]